3-(3-((tert-Butyldimethylsilyl)oxy)oxetan-3-yl)-1H-indole [Si](C)(C)(C(C)(C)C)OC1(COC1)C1=CNC2=CC=CC=C12